C1(=CC=CC=C1)N=NC1=CC=C(C[NH-])C=C1 p-(phenylazo)benzyl-amide